4-(6-fluoro-3-methyl-cyclohexen-1-yl)but-3-en-2-one FC1CCC(C=C1C=CC(C)=O)C